(2S)-2-Aminoadipic acid N[C@H](C(=O)O)CCCC(=O)O